(R)-4-(bicyclo[1.1.1]pentan-1-ylamino)-2-(3-(pyridin-3-yloxy)azetidin-1-yl)-6,7-dihydrothieno[3,2-d]pyrimidine 5-oxide C12(CC(C1)C2)NC=2C1=C(N=C(N2)N2CC(C2)OC=2C=NC=CC2)CC[S@]1=O